1-[(5-Methoxy-3-pyridyl)methyl]-6-(3,4,5-trifluorophenyl)pyrazolo[4,3-b]pyridine COC=1C=C(C=NC1)CN1N=CC2=NC=C(C=C21)C2=CC(=C(C(=C2)F)F)F